tert-butyl 4-[3-isopropoxy-3-oxo-1-(4,4,5,5-tetramethyl-1,3,2-dioxaborolan-2-yl)prop-1-en-1-yl]piperidine-1-carboxylate C(C)(C)OC(C=C(B1OC(C(O1)(C)C)(C)C)C1CCN(CC1)C(=O)OC(C)(C)C)=O